C(N)(=N)N1CCC(=CC1)C1=C(C=C(C(=O)NC2=CC(=C(C=C2)C=2CCN(CC2)C(N)=N)OC)C=C1)F 4-(1-carbamimidoyl-1,2,3,6-tetrahydro-pyridin-4-yl)-N-[4-(1-carbamimidoyl-1,2,3,6-tetrahydro-pyridin-4-yl)-3-methoxy-phenyl]-3-fluoro-benzamide